1-(3-chloro-2-fluorobenzyl)-4-((3-fluoro-4-(3-hydroxyoxetan-3-yl)-6-((5-methyl-1H-pyrazol-3-yl)amino)pyridin-2-yl)methyl)piperidine-4-carboxylic acid methyl ester COC(=O)C1(CCN(CC1)CC1=C(C(=CC=C1)Cl)F)CC1=NC(=CC(=C1F)C1(COC1)O)NC1=NNC(=C1)C